NC=1C=C(C=C(C1)C(F)(F)F)[C@@H](C)NC1=NC(=NC2=C3C(=C(C=C12)N1CC2(COC2)C1)OC(C3)(C)C)C (R)-N-(1-(3-amino-5-(trifluoromethyl)phenyl)ethyl)-2,8,8-trimethyl-6-(2-oxa-6-azaspiro[3.3]heptane-6-yl)-8,9-dihydrofuro[2,3-h]quinazolin-4-amine